C(#N)C1=C(C=C(C=C1)C1=CC(=NN1C1=CC=C(C=C1)I)NC(OC(C)(C)C)=O)F Tert-butyl (5-(4-cyano-3-fluorophenyl)-1-(4-iodophenyl)-1H-pyrazol-3-yl)carbamate